N-(2-(4-((1S,4S)-2-oxa-5-azabicyclo[2.2.1]heptane-5-yl)piperidine-1-yl)-5-((6-((S)-3-(3,5-difluorobenzyl)isoxazolidine-2-yl)pyrimidine-4-yl)amino)-4-methoxyphenyl)acrylamide [C@@H]12OC[C@@H](N(C1)C1CCN(CC1)C1=C(C=C(C(=C1)OC)NC1=NC=NC(=C1)N1OCC[C@@H]1CC1=CC(=CC(=C1)F)F)NC(C=C)=O)C2